C1=CC(=C(C=C1C2=CC(=C(C=C2)Cl)Cl)Cl)Cl The molecule is a tetrachlorobiphenyl that is biphenyl in which the hydrogens at position 3 and 4 on each phenyl group are replaced by chlorines. It is a tetrachlorobiphenyl and a dichlorobenzene.